C(CCCCCCCCCCCCCCCCCCCCCCC)N=C=O n-tetracosyl isocyanate